C12C(CCCC2O1)C1CC2OC2CC1 2,3'-bi(7-oxabicyclo[4.1.0]heptane)